ClC=1C(=NC(=NC1)N1CCN(CC1)CC1=CC=C2C(=NN(C2=C1)C)C1C(NC(CC1)=O)=O)NC=1C=C2C=C(C(N(C2=CC1)C)=O)OCC(=O)NC 2-[[6-[[5-chloro-2-[4-[[3-(2,6-dioxo-3-piperidyl)-1-methyl-indazol-6-yl]methyl]piperazin-1-yl]pyrimidin-4-yl]amino]-1-methyl-2-oxo-3-quinolyl]oxy]-N-methyl-acetamide